2-(2-furyl)-1-(2-phenylethynyl)-1H-benzimidazole O1C(=CC=C1)C1=NC2=C(N1C#CC1=CC=CC=C1)C=CC=C2